(2RS)-2-bromo-2-(bromomethyl)glutaronitrile Br[C@@](C#N)(CCC#N)CBr |r|